(Z)-hexadec-13-en-10-one CCCCCCCCCC(CC\C=C/CC)=O